8-(3-methylbut-2-enyl)-2-phenyl-chromone CC(=CCC=1C=CC=C2C(C=C(OC12)C1=CC=CC=C1)=O)C